(4-ethylphenyl)-ethanediamide C(C)C1=CC=C(C=C1)NC(C(=O)N)=O